FC1(CN(CC[C@H]1NC1=NN2C(C(=N1)OC)=C(C(=C2)F)C=2C=CC1=C(N(N=N1)[C@@H](C(F)F)C)C2)C)F N-((R)-3,3-difluoro-1-methylpiperidin-4-yl)-5-(1-((R)-1,1-difluoropropan-2-yl)-1H-benzo[d][1,2,3]triazol-6-yl)-6-fluoro-4-methoxypyrrolo[2,1-f][1,2,4]triazin-2-amine